1,3-dipropylpiperidinium fluoride salt [F-].C(CC)[NH+]1CC(CCC1)CCC